4-(2-amino-2-carboxyethyl)-3-methyl-4-oxo-but-2-enoate NC(CC(C(=CC(=O)[O-])C)=O)C(=O)O